CN(C([C@H](C)N1CCCCC1)=O)C=1C=C2C(=NC1)NC(=N2)C2=NNC=1C[C@@]3([C@H](CC21)C3)C (S)-N-Methyl-N-(2-((4aS,5aR)-5a-methyl-1,4,4a,5,5a,6-hexahydrocyclopropa[f]indazol-3-yl)-3H-imidazo[4,5-b]pyridin-6-yl)-2-(piperidin-1-yl)propanamide